N-(1-(3-chloro-4-fluorophenyl)-2,2,2-trifluoroethyl)-5-cyano-N-ethylpyridine-3-sulfonamide ClC=1C=C(C=CC1F)C(C(F)(F)F)N(S(=O)(=O)C=1C=NC=C(C1)C#N)CC